Benzyl-N2-((benzyloxy)carbonyl)-L-lysine hydrochloride Cl.C(C1=CC=CC=C1)N([C@@H](CCCCN)C(=O)O)C(=O)OCC1=CC=CC=C1